Dimethyl (4-((6-((tert-butoxycarbonyl)amino)hexyl)((2,4-diaminopteridin-6-yl)methyl)amino)benzoyl)glutamate C(C)(C)(C)OC(=O)NCCCCCCN(C1=CC=C(C(=O)N[C@@H](CCC(=O)OC)C(=O)OC)C=C1)CC=1N=C2C(=NC(=NC2=NC1)N)N